di-tert-butyl-2-(2-ethoxy-2-oxoethylidene)-6,7-dihydro-3H-imidazo[4,5-c]pyridine-3,5(4H)-diformate C(C)(C)(C)OC(=O)N1C(NC2=C1CN(CC2)C(=O)OC(C)(C)C)=CC(=O)OCC